N-{2-[4-fluoro-2-({[6-fluoro-5-(1-methylcyclopropyl)pyridin-2-yl](phenyl)methyl}carbamoyl)pyrrolidin-1-yl]-2-oxoethyl}morpholine-4-carboxamide FC1CC(N(C1)C(CNC(=O)N1CCOCC1)=O)C(NC(C1=CC=CC=C1)C1=NC(=C(C=C1)C1(CC1)C)F)=O